ethyl (3S)-3-[(tert-butoxycarbonyl)amino]-3-[4-fluoro-2'-hydroxy-5,6'-dimethyl-4'-(trifluoromethyl)-[1,1'-biphenyl]-3-yl]propanoate C(C)(C)(C)OC(=O)N[C@@H](CC(=O)OCC)C=1C=C(C=C(C1F)C)C1=C(C=C(C=C1C)C(F)(F)F)O